C(C)(C)(C)OC(=O)N1[C@H](C[C@H](C1)OC1=CC(=NC=C1)OC(F)F)C (2S,4r)-4-((2-(difluoromethoxy)pyridin-4-yl)oxy)-2-methylpyrrolidine-1-carboxylic acid tert-butyl ester